C(C)(C)(C)P(C(C)(C)C)CCCCCP(C(C)(C)C)C(C)(C)C 1,3-bis(ditertbutylphosphinomethyl)propane